N1CCC(CC1)C1=CC=CC=C1 4-piperidylbenzene